S1C=NC2=C1C=C(C=C2)C2=NNC1=CC=C(C=C21)C2=CC(N(C=C2)[C@H](CO)C2=CC(=CC(=C2)F)Br)=O (S)-4-(3-(benzo[d]thiazol-6-yl)-1H-indazol-5-yl)-1-(1-(3-bromo-5-fluorophenyl)-2-hydroxyethyl)pyridin-2(1H)-one